oxalic chloride C(C(=O)Cl)(=O)Cl